ClC1=C(C2=C(C=3C(=NC(=NC13)O[C@@H](C)[C@H]1N(CCC1)C)O)COC2)C2=CC=C(C=1SC(=C(C12)C#N)NC(OC(C)(C)C)=O)F tert-Butyl (4-(5-chloro-1-hydroxy-3-((S)-1-((S)-1-methylpyrrolidin-2-yl)ethoxy)-7,9-dihydrofuro[3,4-f]quinazolin-6-yl)-3-cyano-7-fluorobenzo[b]thiophen-2-yl)carbamate